C1(CC1)COC=1C=CC2=C(C(=C(O2)C)C(=O)NC2C(NCCC2)=O)C1 5-(cyclopropylmethoxy)-2-methyl-N-(2-oxopiperidin-3-yl)-1-benzofuran-3-carboxamide